C(C=1C(N)=NC=CC1)(=O)O.O(C1=CC=CC=C1)CC(=O)O phenoxyacetic acid aza-anthranilate